ethyl (Z)-3-(ethylamino)-4,4-difluorobut-2-enoate C(C)N\C(=C/C(=O)OCC)\C(F)F